N,N-dimethyl-1-(6-nitro-3-pyridyl)piperidin-4-amine CN(C1CCN(CC1)C=1C=NC(=CC1)[N+](=O)[O-])C